ClC=1C=C(C=CC1F)[C@H](NC(=O)[C@H]1NC(NC1)=O)[C@@H]1C=2C=CC=C(C2C1)Cl (S)-N-((R)-(3-chloro-4-fluoro-phenyl)((S)-2-chlorobicyclo[4.2.0]-oct-1(6),2,4-trien-7-yl)methyl)-2-oxoimidazolidine-4-carboxamide